CC1(C=2C=CC=CC2CC2=CC=CC=C12)C 10,10-dimethylanthracene